BrC=1C=C(C2=C(N(C(N2C2CC(C2)(C)O)=O)COCC[Si](C)(C)C)C1)Cl 6-bromo-4-chloro-3-(cis-3-hydroxy-3-methylcyclobutyl)-1-{[2-(trimethylsilyl)ethoxy]methyl}-1,3-benzodiazol-2-one